(2S,4R)-4-hydroxypyrrolidine-1,2-dicarboxylic acid O1-benzyl O2-methyl ester COC(=O)[C@H]1N(C[C@@H](C1)O)C(=O)OCC1=CC=CC=C1